BrC1=CN(C2=NC=C(C=C21)[N+](=O)[O-])C(F)F 3-bromo-1-(difluoromethyl)-5-nitro-1H-pyrrolo[2,3-b]pyridine